C1(=CC=CC=C1)C1(C2=CC=CC=C2C=2C(=CC=CC12)C1=CC2=C(N=C(O2)C=2C=C(C=CC2)C2=CC(=CC=C2)C#N)C=C1)C1=CC=CC=C1 6-(9,9-diphenyl-9H-fluoren-4-yl)-2-(3'-cyano-biphenyl-3-yl)-benzoxazole